C(#N)C1(CC1)CNC(CNC(=O)[C@H]1N(C[C@@H](C1)O)C([C@H](C(C)(C)C)N1N=NC(=C1)C1CC1)=O)=O (2S,4R)-N-[2-[(1-cyanocyclopropyl)methylamino]-2-oxo-ethyl]-1-[(2S)-2-(4-cyclopropyltriazol-1-yl)-3,3-dimethyl-butanoyl]-4-hydroxy-pyrrolidine-2-carboxamide